(2R,4S)-1-[(2S)-2-[4-(1-benzylpyrrolidin-3-yl)triazol-1-yl]-3,3-dimethyl-butanoyl]-4-hydroxy-N-methyl-pyrrolidine-2-carboxamide C(C1=CC=CC=C1)N1CC(CC1)C=1N=NN(C1)[C@H](C(=O)N1[C@H](C[C@@H](C1)O)C(=O)NC)C(C)(C)C